4-chloro-8-(1,2,3,4-tetrahydroisoquinolin-7-yl)-5-(2,2,2-trifluoroethyl)pyrimido[5,4-b]indole ClC1=NC=NC2=C1N(C=1C=CC(=CC21)C2=CC=C1CCNCC1=C2)CC(F)(F)F